ClC=1C(=NC=C(C1)Cl)N 3,5-dichloropyridin-2-amine